IC=1N=C(N2N=C(C=C(C21)C2(CC2)C#N)N2[C@@H](COCC2)C)C2=CC(=NN2C2OCCCC2)C 1-(5-iodo-7-(3-methyl-1-(tetrahydro-2H-pyran-2-yl)-1H-pyrazol-5-yl)-2-((R)-3-methylmorpholino)imidazo[1,5-b]pyridazin-4-yl)cyclopropane-1-carbonitrile